8-amino-1-naphthol NC=1C=CC=C2C=CC=C(C12)O